ethyl (5,5,5-trifluoropentyl) carbonate C(OCC)(OCCCCC(F)(F)F)=O